C[C@]1(CN(C=2N=C(N=CC21)NC2=CC(=C(C=C2)C2CCN(CC2)C)C)C2=NN(C=C2)C)CO (S)-(5-methyl-7-(1-methyl-1H-pyrazol-3-yl)-2-((3-methyl-4-(1-methylpiperidin-4-yl)phenyl)amino)-6,7-dihydro-5H-pyrrolo[2,3-d]pyrimidin-5-yl)methanol